pyryl ketone O1C(C=CC=C1)C(=O)C1OC=CC=C1